tantalum triisopropoxide CC([O-])C.CC([O-])C.CC([O-])C.[Ta+3]